COC(=O)C=1C(=NOC1C1=CC=C(C(=N1)C)NC(=O)[C@@H]1[C@H](CCCC1)C(=O)O)C (1S,2S)-2-((6-(4-(methoxycarbonyl)-3-methylisoxazol-5-yl)-2-methylpyridin-3-yl)carbamoyl)cyclohexane-1-carboxylic acid